5-(imidazo[1,2-a]pyrimidin-6-yl)-N-(oxetan-3-ylmethyl)pyrrolo[2,1-f][1,2,4]triazin-2-amine N=1C=CN2C1N=CC(=C2)C=2C=CN1N=C(N=CC12)NCC1COC1